(R)-(6-((5-bromo-2-((3-ethyl-9-methoxy-1,2,3,4,4a,5-hexahydrobenzo[b]pyrazino[1,2-d][1,4]oxazin-8-yl)amino)pyrimidin-4-yl)amino)quinoxalin-5-yl)dimethylphosphine oxide BrC=1C(=NC(=NC1)NC=1C(=CC2=C(OC[C@@H]3N2CCN(C3)CC)C1)OC)NC=1C(=C3N=CC=NC3=CC1)P(C)(C)=O